C(C)OC1=CC=C(C=C1)C1=CC(=C(C=C1)C1=NC2=CC=C(C=C2C(=C1)C(=O)O)F)F 2-(4'-ethoxy-3-fluoro-[1,1'-biphenyl]-4-yl)-6-fluoroquinoline-4-carboxylic acid